O=C1C(C(NC1)C=1C=NC=CC1)C(=O)N oxo-2-(pyridin-3-yl)pyrrolidine-3-carboxamide